S(=O)(=O)(O)C=1C=C(C(=O)C2=CC=C(C=C2)Cl)C=CC1Cl 3-sulfo-4,4'-dichlorobenzophenone